BrC1=C(C=C(OCC2CCOCC2)C=C1C)C 4-(4-bromo-3,5-dimethyl-phenoxymethyl)-tetrahydropyran